N(=[N+]=[N-])C=1C=C(C(C(=O)NCCSSCCNC(C=2C(O)=CC(=CC2)N=[N+]=[N-])=O)=CC1)O bis-((4-azidosalicylamido)ethyl) disulfide